NC1=C(C=CC(=C1)N)C1OCC2(CO1)COC(OC2)C2=C(C=C(C=C2)N)N 3,9-di(2,4-diaminophenyl)-2,4,8,10-tetraoxaspiro[5.5]undecane